[K+].C(=O)=C1N(C(C2=CC=CC=C12)=C=O)CCCS(=O)(=O)[O-] 3-(1,3-dicarbonyl-isoindolin-2-yl)propane-1-sulfonic acid potassium salt